CN([Si]1(O[SiH](O[Si](O1)(C)N(C)C)C)C)C 2,4-bis(dimethylamino)-2,4,6-trimethylcyclotrisiloxane